tert-butyl N-[(3R)-7-(5-bromo-1,3,4-oxadiazol-2-yl)-5-[(4-chlorophenyl)methyl]-8-fluoro-4-oxo-2,3-dihydro-1,5-benzothiazepin-3-yl]carbamate BrC1=NN=C(O1)C=1C(=CC2=C(N(C([C@H](CS2)NC(OC(C)(C)C)=O)=O)CC2=CC=C(C=C2)Cl)C1)F